NC1=NC=C(C=C1O[C@H](C)C=1C=C(C=CC1)NC(C1=CC(=CC(=C1)C)C)=O)C=1C=NN(C1)C (R)-N-(3-(1-((2-amino-5-(1-methyl-1H-pyrazol-4-yl)pyridin-3-yl)oxy)ethyl)phenyl)-3,5-dimethyl-benzamide